3-Bromo-1-[2-(3,4-difluorophenyl)-2-oxoethyl]-2-methylpyridin-1-ium bromide [Br-].BrC=1C(=[N+](C=CC1)CC(=O)C1=CC(=C(C=C1)F)F)C